FC1=NC(=CC=C1N1CCN(CC1)CC=1C(=C2NC(C=3N(C2=CC1)N=CC3C)=O)F)C(NC)=O 7-((4-(2-fluoro-6-(methylcarbamoyl)pyridin-3-yl)piperazin-1-yl)methyl)-6-fluoro-3-methylpyrazolo[1,5-a]quinoxalin-4(5H)-one